exo-N-[(4R)-6,7-dimethoxy-3,4-dihydro-1H-2-benzopyran-4-yl]-5-fluoro-1a,6b-dihydro-1H-cyclopropa[b][1]benzofuran-1-carboxamide COC=1C(=CC2=C([C@H](COC2)NC(=O)C2C3OC4=C(C32)C=C(C=C4)F)C1)OC